NCC1=CC(=C(C=C1)NC(=O)C1=CC2=C(OCCC3=C2SC=C3)C=C1C=1C(=NC(=CC1)C(NCCC)=O)C(=O)O)OCC1CC1 3-(9-((4-(aminomethyl)-2-(cyclopropylmethoxy)phenyl)carbamoyl)-4,5-dihydrobenzo[b]thieno[2,3-d]oxepin-8-yl)-6-(propylcarbamoyl)picolinic acid